1-naphthalenenitrile C1(=CC=CC2=CC=CC=C12)C#N